Methyl 3-(6'-chloro-2-oxo-2H-[1,3'-bipyridyl]-4-yl)-2,2-dimethylpropionate ClC1=CC=C(C=N1)N1C(C=C(C=C1)CC(C(=O)OC)(C)C)=O